BrC=1C=C(C=CC1)S(=O)(=O)NC=1C=CC=C2C=CC(=NC12)CN(C)C 3-Bromo-N-(2-((dimethylamino)methyl)quinolin-8-yl)benzenesulfonamide